1-Hydroxyethyl-3-methylimidazole OC(C)C1=NC=CN1C